S1C=NC2=C1C=C(C=C2)NC2=NC=NC1=CC(=C(C=C21)NC(CCN2CCCCC2)=O)Br N-(4-(benzo[d]thiazol-6-ylamino)-7-bromoquinazolin-6-yl)-3-(piperidin-1-yl)propanamide